4-(2-(3-(cyclopentyloxy)-4-methylbenzoyl)-4-cyclopropyl-3-oxobutyl)benzene-sulfonamide C1(CCCC1)OC=1C=C(C(=O)C(CC2=CC=C(C=C2)S(=O)(=O)N)C(CC2CC2)=O)C=CC1C